ClC1=NC(=NC=C1C(F)(F)F)NC1=CC=C(C=C1)S(=O)(=O)NC 4-[[4-chloro-5-(trifluoromethyl)pyrimidin-2-yl]amino]-N-methyl-benzenesulfonamide